BrC1=CC=C(C(=N1)NC(=O)[C@H]1N(C[C@@](C1)(F)CN(C)C)C(=O)OC(C)(C)C)C1CC1 (2S,4S)-tert-butyl 2-((6-bromo-3-cyclopropylpyridin-2-yl) carbamoyl)-4-((dimethylamino) methyl)-4-fluoropyrrolidine-1-carboxylate